C(C)(C)(C)OC(N[C@@H](CC)C(N)=O)=O N-[(1S)-1-carbamoylpropyl]carbamic acid tert-butyl ester